ClC1=C(C(=O)N2CCN(CC2)C(CN2CCN(CC2)C(=O)OC(C)(C)C)=O)C=CC(=C1)NC(=O)C=1N(C(=CN1)C1=C(C(=C(C=C1)OC(F)F)F)F)C tert-butyl 4-[2-[4-[2-chloro-4-[[5-[4-(difluoromethoxy)-2,3-difluoro-phenyl]-1-methyl-imidazole-2-carbonyl]amino]benzoyl]piperazin-1-yl]-2-oxo-ethyl]piperazine-1-carboxylate